1-(5-bromo-4-cyano-7-((2-(trimethylsilyl)ethoxy)methyl)-7H-pyrrolo[2,3-d]pyrimidine-2-yl)-4-(2,4-difluorophenyl)piperidin-4-ylcarbamate BrC1=CN(C=2N=C(N=C(C21)C#N)N2CCC(CC2)(C2=C(C=C(C=C2)F)F)NC([O-])=O)COCC[Si](C)(C)C